COC1=C(C=CC=C1)S(=O)(=O)NC1=NOC2=C1CC1(C3=CC=C(C=C32)N3C([C@H]2C[C@H]2C3)=O)CC1 2-Methoxy-N-(8'-((1S,5R)-2-oxo-3-azabicyclo[3.1.0]hexan-3-yl)-4'H-spiro[cyclopropane-1,5'-naphtho[2,1-d]isoxazol]-3'-yl)benzenesulfonamide